tert-butyl (1S,5R)-3-(6,8-difluoro-2-(2-hydroxy-2-methyl-3-((methylsulfonyl)oxy)propoxy)quinazolin-4-yl)-1-methyl-3,8-diazabicyclo[3.2.1]octane-8-carboxylate FC=1C=C2C(=NC(=NC2=C(C1)F)OCC(COS(=O)(=O)C)(C)O)N1C[C@@]2(CC[C@H](C1)N2C(=O)OC(C)(C)C)C